C1=C(C=CC2=CC=CC=C12)S(=O)(=O)O.ON1C(CCC1=O)=O N-hydroxysuccinimide 2-naphthalenesulfonate